ClC1=NC(=NC2=C1N(C=1C=CC(=CC21)CN(C)C)CC(F)(F)F)CC(=O)NC [4-chloro-8-[(dimethylamino)methyl]-5-(2,2,2-trifluoroethyl)pyrimido[5,4-b]indol-2-yl]-N-methyl-acetamide